(1-((2r,4r,5r)-3,3-difluoro-4-hydroxy-5-(hydroxymethyl)tetrahydrofuran-2-yl)-2-oxo-1,2-dihydropyrimidin-4-yl)-6-(trifluoromethyl)nicotinamide 2-(perfluorodecyl)ethyl-methacrylate FC(C(C(C(C(C(C(C(C(C(F)(F)F)(F)F)(F)F)(F)F)(F)F)(F)F)(F)F)(F)F)(F)F)(CCOC(C(=C)C)=O)F.FC1([C@@H](O[C@@H]([C@H]1O)CO)N1C(N=C(C=C1)C1=C(C(=O)N)C=CC(=N1)C(F)(F)F)=O)F